C(#N)C1=C(C=NC=C1)OC[C@H]1N(CCC1)C(=O)OC(C)(C)C tert-butyl (S)-2-(((4-cyanopyridin-3-yl)oxy)methyl)pyrrolidine-1-carboxylate